N1=NC(=NN=C1C1=NC=CC=C1N)C1=NC=CC=C1N 2,2'-(1,2,4,5-tetrazine-3,6-diyl)bis(pyridine-3-amine)